CC(C(C(=O)N)N(C(=O)N1CCC2(CNCO2)CC1)C)C 3-methyl-2-[methyl({1-oxa-3,8-diazaspiro[4.5]decan-8-yl}carbonyl)amino]butanamide